N-(6-(cyclopropylmethoxy)-2-methyl-2H-indazol-5-yl)-4-(piperazin-1-yl)-2,3-dihydro-1H-pyrrolo[2,3-b]pyridine-1-carboxamide hydrochloride Cl.C1(CC1)COC=1C(=CC2=CN(N=C2C1)C)NC(=O)N1CCC=2C1=NC=CC2N2CCNCC2